n-propyl 3-carboxy-2-hydroxy-α-cyanocinnamate C(=O)(O)C=1C(=C(C=C(C(=O)OCCC)C#N)C=CC1)O